FC1=C(C=C2C(=C(C=NC2=C1)C(=O)OCC)C(C)C)B1OC(C(O1)(C)C)(C)C ethyl 7-fluoro-4-isopropyl-6-(4,4,5,5-tetramethyl-1,3,2-dioxaborolan-2-yl)quinoline-3-carboxylate